N-tert-butyl-1-{8-[3-(trifluoromethyl)-1,2,4-oxadiazol-5-yl]-8-azabicyclo[3.2.1]oct-3-yl}piperidine-4-carboxamide hydrochloride Cl.C(C)(C)(C)NC(=O)C1CCN(CC1)C1CC2CCC(C1)N2C2=NC(=NO2)C(F)(F)F